BrC1=CC=C(C=C1)N1N=C(C(=N1)[C@@H]1O[C@H](C(N1CCC=1C=CC2=CC(N=C2C1)=O)=O)C)C1=CC=C(C=C1)F (2S,5S)-2-(2-(4-bromophenyl)-5-(4-fluorophenyl)-2H-1,2,3-triazol-4-yl)-5-methyl-3-(2-(2-oxoindol-6-yl)ethyl)oxazolidin-4-one